ClC1=CC(=NN1CC(=O)NC=1C=NC(=C(C1)F)N1C=NC(=C1)[C@]1(NCCOC1)C)C(F)(F)F |o1:22| (R or S)-2-(5-chloro-3-(trifluoromethyl)-1H-pyrazol-1-yl)-N-(5-fluoro-6-(4-(3-methylmorpholin-3-yl)-1H-imidazol-1-yl)pyridin-3-yl)acetamide